4-methylpiperazine-2,5-dione CN1CC(NCC1=O)=O